pentylene oxide C1CCCCO1